FC1=CC=C(C=N1)OCC(=O)C1=CC=C(C=C1)C1=NOC(=N1)C(F)(F)F 2-((6-Fluoropyridin-3-yl)oxy)-1-(4-(5-(trifluoromethyl)-1,2,4-oxadiazol-3-yl)phenyl)ethan-1-on